N-(Hydroxyphenyl)maleimide OC1=C(C=CC=C1)N1C(C=CC1=O)=O